1,2-bis(3-methylpyridin-2-yl)diselane CC=1C(=NC=CC1)[Se][Se]C1=NC=CC=C1C